NCC(=O)NC=1C=2N=CN([C@]3([C@H](O)[C@H](O)[C@@H](CO)O3)C(NC(CN)=O)=O)C2N=CN1 N6-glycyl-(glycinyl)carbamoyl-adenosine